C(C)OC(=O)C=1C=CC=2N(N1)C=CC2 Pyrrolo[1,2-b]Pyridazine-2-carboxylic acid ethyl ester